COC(C1=C(C=C(C(=C1)Cl)[N+]#[C-])OC)=O METHYL-4-ISOCYANO-5-CHLORO-2-METHOXYBENZOATE